C(C1=CC=CC=C1)OC(=O)N[C@H](C(=O)N1C[C@H]2[C@@H]([C@H]1C(=O)O)CCC2)CCC (3S,3aS,6aR)-2-[(2S)-2-(benzyloxycarbonylamino)pentanoyl]-3,3a,4,5,6,6a-hexahydro-1H-cyclopenta[c]pyrrole-3-carboxylic acid